(R)-methyl 1-(2-((2-chloro-3-(4,4,5,5-tetramethyl-1,3,2-dioxaborolan-2-yl)phenyl)carbamoyl)-4,5,6,7-tetrahydropyrazolo[1,5-a]pyridin-4-yl)piperidine-4-carboxylate ClC1=C(C=CC=C1B1OC(C(O1)(C)C)(C)C)NC(=O)C1=NN2C([C@@H](CCC2)N2CCC(CC2)C(=O)OC)=C1